8-Phenyltheophylline C1(=CC=CC=C1)C1=NC=2N(C(N(C)C(C2N1)=O)=O)C